1-Phenyl-3-(2-(pyridin-3-yl)phenyl)urea C1(=CC=CC=C1)NC(=O)NC1=C(C=CC=C1)C=1C=NC=CC1